tris(pentafluorophenyl)boroxine FC1=C(C(=C(C(=C1B1OB(OB(O1)C1=C(C(=C(C(=C1F)F)F)F)F)C1=C(C(=C(C(=C1F)F)F)F)F)F)F)F)F